2-[3-(2-fluorophenyl)-1H-pyrazol-4-yl]-7-[4-(4-methylpiperazin-1-yl)-1-piperidyl]-1,5-naphthyridine FC1=C(C=CC=C1)C1=NNC=C1C1=NC2=CC(=CN=C2C=C1)N1CCC(CC1)N1CCN(CC1)C